C(C)(C)(C)OC(COCCOCCOS(=O)(=O)C1=CC=C(C)C=C1)=O 2-(2-(2-(p-toluenesulfonyloxy)ethoxy)ethoxy)acetic acid tert-butyl ester